7-methyl-3-phenyloct-6-enal CC(=CCCC(CC=O)C1=CC=CC=C1)C